3-(trimethoxysilyl)propylhexadecyldimethyl-ammonium chloride [Cl-].CO[Si](CCC[N+](C)(C)CCCCCCCCCCCCCCCC)(OC)OC